4-(3-Methoxy-4-{[3-methyl-5-(trifluoromethyl)phenoxy]methyl}phenyl)-2H,4H,5H,6H,7H-pyrazolo[3,4-b]pyridin-6-on COC=1C=C(C=CC1COC1=CC(=CC(=C1)C(F)(F)F)C)C1C=2C(NC(C1)=O)=NNC2